3-Chloropropylen ClCC=C